S1C=NC2=C1C=C(C=C2)\C=C\2/N=C(NC2=O)NCC2CCCCC2 (4Z)-4-(1,3-benzothiazol-6-ylmethylene)-2-(cyclohexylmethylamino)-1H-imidazol-5-one